3,4-diallyloxyphenethyl alcohol C(C=C)OC=1C=C(CCO)C=CC1OCC=C